CS(=O)(=O)OC=1OC(=CC1)C(=O)OCCCCCCCCCCCCCC (5-((Tetradecyloxy) carbonyl) furan-2-yl) methanesulfonate